C(C)(=O)O.C(C)(=O)O.C=C.C=C.C=C triethylene diacetate